6-(3-isopropyl-5-(1-(tetrahydro-2H-pyran-4-yl)piperidin-4-yl)-1H-indol-2-yl)-5,8-dimethyl-[1,2,4]triazolo[4,3-a]pyridine C(C)(C)C1=C(NC2=CC=C(C=C12)C1CCN(CC1)C1CCOCC1)C=1C=C(C=2N(C1C)C=NN2)C